ethyl 2-[[[3-ethylsulfonyl-5-(2,2,2-trifluoroethoxy)-2-pyridyl]amino]methyl]-5-(1,1,2,2,2-pentafluoroethyl)thiophene-3-carboxylate C(C)S(=O)(=O)C=1C(=NC=C(C1)OCC(F)(F)F)NCC=1SC(=CC1C(=O)OCC)C(C(F)(F)F)(F)F